lithium 2-(tert-butoxycarbonyl)imidazo[1,2-a]pyridine-6-carboxylate C(C)(C)(C)OC(=O)C=1N=C2N(C=C(C=C2)C(=O)[O-])C1.[Li+]